CC1(CC(C1)N1[C@@H](COC2=CC(=NC(NS(C=3C=CC=C(C1=O)C3)(=O)=O)=N2)C2=C(C=CC=C2C)C)CC(C)C)C (11R)-12-(3,3-dimethylcyclobutyl)-6-(2,6-dimethylphenyl)-11-isobutyl-2,2-dioxo-9-oxa-2λ6-thia-3,5,12,19-tetrazatricyclo[12.3.1.14,8]nonadeca-1(18),4(19),5,7,14,16-hexaen-13-one